methyl 2-(5-((tert-butoxycarbonyl)amino)pyridin-3-yl)acetate C(C)(C)(C)OC(=O)NC=1C=C(C=NC1)CC(=O)OC